OC[C@H](C[C@H]1C(NCC1)=O)NC([C@H](CCCC)NC(OC(C(F)(F)C1=CC(=CC=C1)Cl)C1=CC=CC=C1)=O)=O 2-(3-Chlorophenyl)-2,2-difluoro-1-phenylethyl ((S)-1-(((S)-1-hydroxy-3-((S)-2-oxopyrrolidin-3-yl)propan-2-yl)amino)-1-oxohexan-2-yl)carbamate